CN1CCN(CC1)C=1OC=C(N1)NC1=NC=C(C(=N1)NCCCN1CCOCCC1=O)C(F)(F)F 4-(3-((2-((2-(4-methylpiperazin-1-yl)oxazol-4-yl)amino)-5-(trifluoromethyl)pyrimidin-4-yl)amino)propyl)-1,4-oxazepan-5-one